methyl 2-[3-[[1-ethyl-4-[[4-(trifluoromethyl)phenyl]methyl]indole-3-carbonyl]amino]-1-bicyclo[1.1.1]pentanyl]acetate C(C)N1C=C(C2=C(C=CC=C12)CC1=CC=C(C=C1)C(F)(F)F)C(=O)NC12CC(C1)(C2)CC(=O)OC